ClC1=NC=CC(=C1)C1=NC=C(C(=C1)C(F)F)OC[C@@](CC(C)C)(N)C (R)-1-((2'-chloro-4-(difluoromethyl)-[2,4'-bipyridin]-5-yl)oxy)-2,4-dimethylpentan-2-amine